methyl 4-cyclopropylsulfanylbenzoate C1(CC1)SC1=CC=C(C(=O)OC)C=C1